FC1=C(CN(C=2SC(=C(C2C(=O)OCC)C)C2=CC=C(C=C2)NC(=O)NOC)C(=O)OCC(C)C)C(=CC=C1)F ethyl 2-((2,6-difluorobenzyl) (isobutoxycarbonyl) amino)-5-(4-(3-methoxyureido) phenyl)-4-methylthiophene-3-carboxylate